NC1=C2C(=NC=N1)N(N=C2C2=NOC(=C2C2=NC=C(C=N2)[C@@H]2C(CN(CC2)C(=O)OC(C)(C)C)(C)C)C2CC2)C(C)(C)C tert-butyl (4S)-4-[2-[3-(4-amino-1-tert-butyl-pyrazolo[3,4-d]pyrimidin-3-yl)-5-cyclopropyl-isoxazol-4-yl]pyrimidin-5-yl]-3,3-dimethyl-piperidine-1-carboxylate